C(=O)(OC(C)(C)C)NC(=NC(=O)OC(C)(C)C)N1N=CC=C1 N,N'-bis(Boc)-1H-pyrazole-1-carboxamidine